N1C=CC=2C1=NC=CC2C2C(CCCC2=O)=O (1H-pyrrolo[2,3-b]pyridin-4-yl)cyclohexane-1,3-dione